(3R,7S)-9-((S*)-1-(6-chloropyridin-2-yl)ethyl)-2-(3,4-dichlorobenzoyl)-N,3-dimethyl-10-oxo-1,2,3,4,7,8,9,10-octahydropyrido[4',3':3,4]pyrazolo[1,5-a]pyrazine-7-carboxamide ClC1=CC=CC(=N1)[C@H](C)N1C(C=2N([C@@H](C1)C(=O)NC)N=C1C2CN([C@@H](C1)C)C(C1=CC(=C(C=C1)Cl)Cl)=O)=O |o1:7|